NC1=C(C(=O)NC(C(=O)OCC)C2=C3N(C=N2)CCC3)C=C(C=C1)Br ethyl 2-[(2-amino-5-bromo-benzoyl)amino]-2-(6,7-dihydro-5H-pyrrolo[1,2-c]imidazol-1-yl)acetate